(S)-2-amino-3-(1H-benzo[d]imidazol-2-yl)propanoic acid N[C@H](C(=O)O)CC1=NC2=C(N1)C=CC=C2